The molecule is a glycosyloxyisoflavone that is the 4'-O-beta-D-glucoside of prunetin. It is a hydroxyisoflavone, a glycosyloxyisoflavone and a member of 7-methoxyisoflavones. It derives from a prunetin. COC1=CC(=C2C(=C1)OC=C(C2=O)C3=CC=C(C=C3)O[C@H]4[C@@H]([C@H]([C@@H]([C@H](O4)CO)O)O)O)O